C(C)OC(C1=NC(=CC=C1N(C(C)=O)C)C#N)=O 6-Cyano-3-(N-methylacetamido)picolinic acid ethyl ester